CC1[N@](C1)P(OC)(OC)=O (S)-dimethyl (2-methylaziridin-1-yl)phosphonate